1-amino-4-(4-((5-fluoro-2-methoxybenzamido)methyl)phenyl)-2-((cis)-2-fluorocyclopropyl)-1H-imidazole-5-carboxamide NN1C(=NC(=C1C(=O)N)C1=CC=C(C=C1)CNC(C1=C(C=CC(=C1)F)OC)=O)[C@H]1[C@H](C1)F